ClC1=C(C=C(C=C1)C1=NN(C(=N1)CC(=O)NCC1=CC(=NC=C1)C(F)(F)F)CC)F 2-[3-(4-Chloro-3-fluorophenyl)-1-ethyl-1H-1,2,4-triazol-5-yl]-N-{[2-(trifluoromethyl)pyridin-4-yl]methyl}acetamid